N[C@H](C(=O)NCCNC(=O)C1=C(C(=C(S1)C(C(CC)C1=CC=C(C=C1)F)=O)C(=O)OC)C)CC(C)C methyl 5-((2-((S)-2-amino-4-methylpentanamido) ethyl) carbamoyl)-2-(2-(4-fluorophenyl) butyryl)-4-methylthiophene-3-carboxylate